N-(4,5-dimethylisoxazol-3-yl)-2-(4-(hydroxymethyl)-2-methylbenzofuran-7-yl)-N-(methoxymethyl)benzenesulfonamide CC=1C(=NOC1C)N(S(=O)(=O)C1=C(C=CC=C1)C1=CC=C(C=2C=C(OC21)C)CO)COC